C(C)S(=O)(=O)C=1C(=NC=C(C1)Br)C1=NN2C=NC(=CC2=N1)C(F)(F)F (3-ethylsulfonyl-5-bromo-2-pyridinyl)-7-trifluoromethyl-[1,2,4]triazolo[1,5-c]pyrimidine